C(C1=CC=CC=C1)OC(NCCCCCO)=O.O1C(CCCC1)OCCCCCNC(OCC1=CC=CC=C1)=O benzyl N-[5-(oxan-2-yloxy)pentyl]carbamate Benzyl-N-(5-hydroxypentyl)carbamate